O-benzyl-formyl-hydroxylamine C(C1=CC=CC=C1)ONC=O